C(OCC(O)O)COCC(O)O 2,2'-(ethylenedioxy)diethanediol